C1(CCCCC1)CCN1CN(C=C1)CCC1CCCCC1 1,3-bis(2-cyclohexylethyl)-2,3-dihydro-1H-imidazol